C(C(C)C)(=O)NCC1=C(N=CC(=N1)C1CCC(CC1)NC(OC(C)(C)C)=O)NC(C(F)(F)F)=O tert-butyl (4-(6-(isobutyramidomethyl)-5-(2,2,2-trifluoroacetamido) pyrazin-2-yl)cyclohexyl)carbamate